tert-Butyl 4-[[2-fluoro-4-(trifluoromethyl)phenyl]methyl]piperidine-1-carboxylate FC1=C(C=CC(=C1)C(F)(F)F)CC1CCN(CC1)C(=O)OC(C)(C)C